11-amino-6-(3-(dimethylamino)propyl)-2,3,4,6-tetrahydro-1H-indolo[2,3-b]quinolin-9-carbonitrile NC1=C2C(=NC=3CCCCC13)N(C=1C=CC(=CC12)C#N)CCCN(C)C